tetrahydroquinoxaline C1CNC2=CC=CC=C2N1